5,5,10,10-Tetramethyl-16-[2-(propan-2-yloxy)ethyl]-15-sulfanylidene-3,12-dioxa-1,14,16-triazatricyclo[12.5.2.0^{17,20}]henicosa-17(20),18-diene-4,11,21-trione CC1(C(OCN2C=CC=3N(C(N(COC(C(CCCC1)(C)C)=O)C(C23)=O)=S)CCOC(C)C)=O)C